NC1=CC(=C(OC2=C3C(=NC=C2)N(N=C3NC(COC)(C)C)CC3=CC=C(C=C3)OC)C=C1)F 4-(4-amino-2-fluoro-phenoxy)-N-(1-meth-oxy-2-methylpropan-2-yl)-1-(4-methoxy-benzyl)-1H-pyrazolo-[3,4-b]pyridin-3-amine